1-(4-{7-[{[1-(Ethoxymethyl)cyclopentyl]methyl}(methyl)amino]-5-[2-ethoxy-6-(trifluoromethyl)pyridin-4-yl]-1H-imidazo[4,5-b]pyridin-2-yl}phenyl)piperidin C(C)OCC1(CCCC1)CN(C1=C2C(=NC(=C1)C1=CC(=NC(=C1)C(F)(F)F)OCC)N=C(N2)C2=CC=C(C=C2)N2CCCCC2)C